tert-butyl 4-(4-(2-((2-chloro-4-(trifluoromethyl)phenyl)amino)-2-oxoethyl)-5-ethyl-2-morpholino-7-oxo-4,7-dihydro-[1,2,4]triazolo[1,5-a]pyrimidin-6-yl)piperazine-1-carboxylate ClC1=C(C=CC(=C1)C(F)(F)F)NC(CN1C=2N(C(C(=C1CC)N1CCN(CC1)C(=O)OC(C)(C)C)=O)N=C(N2)N2CCOCC2)=O